C1(CC1)N1CCN(CC1)C=1C=CC2=C(SC(=C2)C(=O)O)C1 6-(4-Cyclopropylpiperazin-1-yl)benzo[b]thiophene-2-carboxylic acid